FC1=C(C=C(C=C1)NC(C=C)=O)C1=NC(=CC2=C1C=CN2CC2COCC2)NC=2SC(=CN2)C N-(4-fluoro-3-(6-((5-methylthiazol-2-yl)amino)-1-((tetrahydrofuran-3-yl)methyl)-1H-pyrrolo[3,2-c]pyridin-4-yl)phenyl)acrylamide